(R)-6-(5,6-dihydro-4H-cyclopenta[b]thiophen-3-yl)-N-(1,1-dioxido-2,3-dihydrothiophen-3-yl)-2-methoxynicotinamide S1C2=C(C(=C1)C1=NC(=C(C(=O)N[C@H]3CS(C=C3)(=O)=O)C=C1)OC)CCC2